7-methyl-1H-indole-2-carboxamide CC=1C=CC=C2C=C(NC12)C(=O)N